N-(6-isopropoxy-1-oxo-2-(piperidin-4-yl)isoindolin-5-yl)pyrazolo[1,5-a]pyrimidine-3-carboxamide C(C)(C)OC1=C(C=C2CN(C(C2=C1)=O)C1CCNCC1)NC(=O)C=1C=NN2C1N=CC=C2